8-{4-(trifluoromethyl)phenoxy}-5,6,7,8-tetrahydroisoquinolin-5-ol FC(C1=CC=C(OC2CCC(C=3C=CN=CC23)O)C=C1)(F)F